(1S,2S)-1-amino-2,3-dihydro-1H-inden-2-ol N[C@@H]1[C@H](CC2=CC=CC=C12)O